COC1=C(CN(C2=C3C(=C(N=N2)\C=C\C(C)C)N(C(=N3)CCCC)CC3=CC=C(CNC(OC(C)(C)C)=O)C=C3)CC3=C(C=C(C=C3)OC)OC)C=CC(=C1)OC tert-butyl (E)-(4-((4-(bis(2,4-dimethoxybenzyl)amino)-2-butyl-7-(3-methylbut-1-en-1-yl)-1H-imidazo[4,5-d]pyridazin-1-yl)methyl)benzyl)carbamate